COC1=C(C=CC(=C1)OC)NC(=O)C=1COC2=C(C1)C=CC=C2 N-(2,4-dimethoxyphenyl)-2H-benzopyran-3-carboxamide